N-(3-hydroxycyclobutyl)-N-methyl-carbamic acid tert-butyl ester C(C)(C)(C)OC(N(C)C1CC(C1)O)=O